2-cyano-4-(3-formylazetidin-1-yl)benzoic acid methyl ester COC(C1=C(C=C(C=C1)N1CC(C1)C=O)C#N)=O